C(C)C1C2=CC=CC=C2OC=2C=CC=CC12 9-ethyl-xanthene